IC[C@H]1OCC1 (S)-2-iodomethyloxetane